4-{4-[5-(methanesulfonyl)-1,3-benzoxazol-2-yl]-4-methylpiperidin-1-yl}-1-methyl-2-oxo-1,2-dihydroquinoline-3-carbonitrile CS(=O)(=O)C=1C=CC2=C(N=C(O2)C2(CCN(CC2)C2=C(C(N(C3=CC=CC=C23)C)=O)C#N)C)C1